C1(CC1)C1=NC=CC(=C1)C1=NOC(=N1)[C@H](C)NC(=O)C=1SC(=CC1)S(=O)(=O)C1CC1 (S)-N-(1-(3-(2-cyclopropylpyridin-4-yl)-1,2,4-oxadiazol-5-yl)ethyl)-5-(cyclopropylsulfonyl)thiophene-2-carboxamide